4-(4-amino-2-fluorophenoxy)-3-(1-propyl-1H-pyrazol-4-yl)pyridin-2-amine NC1=CC(=C(OC2=C(C(=NC=C2)N)C=2C=NN(C2)CCC)C=C1)F